Cl.C(#N)C[C@H]1N(CCNC1)C(=O)OCC1=CC=CC=C1 benzyl (R)-2-cyanomethylpiperazine-1-carboxylate hydrochloride